6-bromo-2-[2-(2,2-dimethyl-1,3-dioxan-5-yl)ethynyl]pyridin-3-amine BrC1=CC=C(C(=N1)C#CC1COC(OC1)(C)C)N